CN1CCN(CC1)C1=NC=2C(=NC=CC2C2CCN(CC2)C(=O)C2=CC=C(C=C2)OC(F)(F)F)N1 [4-[2-(4-methylpiperazin-1-yl)-3H-imidazo[4,5-b]pyridin-7-yl]-1-piperidyl]-[4-(trifluoromethoxy)phenyl]methanone